COC1=C(C=C(C=C1)S(=O)(=O)Cl)N1CCN(CC1)C(C(Cl)(Cl)Cl)=O 4-methoxy-3-[4-(2,2,2-trichloroacetyl)piperazin-1-yl]benzenesulfonyl chloride